ClC1([C@H](C1)CCC(CN1N=CN=C1)O)Cl 4-[(1S)-2,2-dichlorocyclopropyl]-1-(1H-1,2,4-triazol-1-yl)butan-2-ol